1-(2-chlorophenyl)-4-((1-methyl-1H-imidazol-4-yl)amino)-7-(trifluoro-methyl)-pyrido[2,3-d]pyrimidin-2(1H)-one ClC1=C(C=CC=C1)N1C(N=C(C2=C1N=C(C=C2)C(F)(F)F)NC=2N=CN(C2)C)=O